(6-methoxy-1-oxoisoindolin-5-yl)boronic acid COC1=C(C=C2CNC(C2=C1)=O)B(O)O